C1(=CC=CC=C1)/C(/C#N)=C/CCC (Z)-2-phenyl-2-hexenenitrile